5-amino-1,3-dimethyl-6-nitro-1H-benzo[d]imidazol-2(3H)-one NC1=CC2=C(N(C(N2C)=O)C)C=C1[N+](=O)[O-]